N-(5-(2-(3,3-dimethylazetidin-1-yl)acetamido)-2-methylpyridin-3-yl)-4-methoxy-6-(1-methyl-1H-pyrazol-4-yl)pyrazolo[1,5-a]pyrazine-3-carboxamide CC1(CN(C1)CC(=O)NC=1C=C(C(=NC1)C)NC(=O)C=1C=NN2C1C(=NC(=C2)C=2C=NN(C2)C)OC)C